6-amino-5-chloro-naphthalen-2-ol NC=1C(=C2C=CC(=CC2=CC1)O)Cl